N-(5-(6-chloro-7-fluoro-5-methoxy-1-methyl-3-(1H-pyrazol-4-yl)-1H-indol-2-yl)-4H-1,2,4-triazol-3-yl)-N-methylacetamide ClC1=C(C=C2C(=C(N(C2=C1F)C)C=1NC(=NN1)N(C(C)=O)C)C=1C=NNC1)OC